(S)-((1-(allyloxy)-4-(2-methyl-1,3-dioxolan-2-yl)butan-2-yl)oxy)(tert-butyl)dimethylsilane tert-butyl-3-hydroxy-4-((1-methyl-1H-pyrazol-4-yl)oxy)pyrrolidine-1-carboxylate C(C)(C)(C)OC(=O)N1CC(C(C1)OC=1C=NN(C1)C)O.C(C=C)OC[C@H](CCC1(OCCO1)C)O[Si](C)(C)C(C)(C)C